N-((R)-3-methoxy-1-oxo-1-(((R)-4-phenyl-1-(4,4,5,5-tetramethyl-1,3,2-dioxaborolan-2-yl)butyl)amino)propan-2-yl)benzamide COC[C@H](C(N[C@@H](CCCC1=CC=CC=C1)B1OC(C(O1)(C)C)(C)C)=O)NC(C1=CC=CC=C1)=O